CN(C(=O)CCCCCCCCC)C=C N-methyl-N-vinyl-capramide